cis-butane CCCC